FC1([C@H]([C@@H]([C@@H]2[C@H](OC([C@@]2(C1)O)=O)C)/C=C/C1=CC=C(C=N1)C=1C(=NC=CC1)C#N)C)F 6'-((E)-2-((3R,3aR,4R,5S,7aS)-6,6-Difluoro-7a-hydroxy-3,5-dimethyl-1-oxooctahydroisobenzofuran-4-yl)vinyl)-[3,3'-bipyridin]-2-carbonitril